N-[4-(3-chloro-2-fluoro-anilino)-7-[2-[(1R,5S)-3-methyl-3-azabicyclo[3.1.0]hexan-1-yl]ethynyl]quinazolin-6-yl]prop-2-enamide ClC=1C(=C(NC2=NC=NC3=CC(=C(C=C23)NC(C=C)=O)C#C[C@@]23CN(C[C@H]3C2)C)C=CC1)F